FC(C(C(C(C(F)(F)F)(F)F)(F)F)(F)F)(F)OCCOCCOCCOCCOCCO pentaethylene glycol perfluoropentyl ether